(1S,4S)-5-{8-(benzyloxy)-6-cyclopropyl-2-(dodecane-1-sulfinyl)-7-[6-fluoro-5-methyl-1-(oxan-2-yl)-1H-Indazol-4-yl]quinazolin-4-yl}-2,5-diazabicyclo[2.2.1]heptane-2-carboxylate C(C1=CC=CC=C1)OC=1C(=C(C=C2C(=NC(=NC12)S(=O)CCCCCCCCCCCC)N1[C@@H]2CN([C@H](C1)C2)C(=O)[O-])C2CC2)C2=C1C=NN(C1=CC(=C2C)F)C2OCCCC2